3-[[6-[1-[4-[4-[4-(aminomethyl)-3-fluoro-phenyl]pyrrolo[2,1-f][1,2,4]triazin-6-yl]butyl]-4-piperidyl]-3-pyridyl]amino]piperidine-2,6-dione HCl salt Cl.NCC1=C(C=C(C=C1)C1=NC=NN2C1=CC(=C2)CCCCN2CCC(CC2)C2=CC=C(C=N2)NC2C(NC(CC2)=O)=O)F